N-(2-mercaptoethyl)-11-(4-nitro-1,3-dioxoisoindol-2-yl)undecanamide SCCNC(CCCCCCCCCCN1C(C2=CC=CC(=C2C1=O)[N+](=O)[O-])=O)=O